CN1C=CC2=CC=C(C=C12)CN (1-methylindol-6-yl)methanamine